COC(C1=CC(=C(C=C1)OC)COC1=CC(=CC=C1)CO)=O 3-((3-(hydroxymethyl)phenoxy)methyl)-4-methoxy-benzoic acid methyl ester